P.[Rh] rhodium monophosphine